ClC=1C=C(C(=O)[O-])C=C(C1)I 3-chloro-5-iodo-benzoate